3-diazafluorenone N1=NC(C=C2C3=CC=CC=C3C=C12)=O